CC1=NSC=C1C(=O)NC1CCC(CC1)NC1=CC=CC=2N1C=C(N2)C(F)(F)F 3-methyl-N-[(1s,4s)-4-{[2-(trifluoromethyl)imidazo[1,2-a]pyridin-5-yl]amino}cyclohexyl]-1,2-thiazole-4-carboxamide